C(C)OC(C(C[N+]1=CC=CC=C1)=O)=O 1-(3-ethoxy-2,3-dioxopropyl)pyridinium